FC1(CCC(CC1)[C@H](NC(=O)C1=NN(N=C1)C[C@H](C(F)(F)F)C)C1=NC2=C(N1)C=C(C=C2)[C@@H](C)NC(CCC(F)(F)F)=O)F |o1:17| N-((S)-(4,4-Difluorocyclohexyl)(6-((R)-1-(4,4,4-trifluorobutanamido)ethyl)-1H-benzo[d]imidazol-2-yl)methyl)-2-((R*)-3,3,3-trifluoro-2-methylpropyl)-2H-1,2,3-triazole-4-carboxamide